N-(3-methyl-4-((1-methyl-1H-benzo[d][1,2,3]triazol-5-yl)oxy)phenyl)-6-(methylthio)pyrimido[5,4-d]pyrimidin-4-amine CC=1C=C(C=CC1OC1=CC2=C(N(N=N2)C)C=C1)NC=1C2=C(N=CN1)C=NC(=N2)SC